4-(phenylthio)phenyldiphenylsulfonium hexafluorophosphate salt F[P-](F)(F)(F)(F)F.C1(=CC=CC=C1)SC1=CC=C(C=C1)[S+](C1=CC=CC=C1)C1=CC=CC=C1